ClC1=CC(=C(C(=N1)F)N)C1=CCC(CC1)(F)F 6-chloro-4-(4,4-difluorocyclohexen-1-yl)-2-fluoro-pyridin-3-amine